Cl.FC=1C=C(C=CC1OC1=C2C(=NC=C1)C=C(S2)C2=NC=C(C=C2)CNCCOC)NC(=O)C=2C(N(N=CC2)C2=CC=CC=C2)=O N-(3-fluoro-4-{[2-(5-{[(2-methoxyethyl)amino]methyl}pyridin-2-yl)thieno[3,2-b]pyridin-7-yl]oxy}phenyl)-3-oxo-2-phenyl-2,3-dihydropyridazine-4-carboxamide hydrochloride